(3R,5R)-6-amino-3,5-dihydroxyhexanoic acid tert-butyl ester C(C)(C)(C)OC(C[C@@H](C[C@H](CN)O)O)=O